[C@H]12CC(C[C@H](CCC1)N2)N(C2=NC(=CC(=N2)C(=O)N)NC2=NNC(=C2)C)C 2-(((1R,3s,5S)-9-azabicyclo[3.3.1]nonan-3-yl)(methyl)amino)-6-((5-methyl-1H-pyrazol-3-yl)amino)pyrimidine-4-carboxamide